C(C)(C)(C)OC(=O)N1CCN(CC1)C1=NC=CC(=N1)COC1=CC=C(C=C1)C(C)(C)C1=CC(=C(C(=C1)C#N)OCCCl)Cl 4-(4-((4-(2-(3-chloro-4-(2-chloroethoxy)-5-cyanophenyl)propan-2-yl)phenoxy)methanyl)pyrimidin-2-yl)piperazine-1-carboxylic acid tert-butyl ester